methyl 5-(acetoxymethyl)-4-(4,4,5,5-tetramethyl-1,3,2-dioxaborolan-2-yl)thiophene-2-carboxylate C(C)(=O)OCC1=C(C=C(S1)C(=O)OC)B1OC(C(O1)(C)C)(C)C